CC=1C=C(C=CC1C)C(C(F)(F)Cl)(C(Cl)(Cl)Cl)C1=CC(=C(C=C1)C)C 2,2-bis(3,4-dimethylphenyl)tetrachloro-difluoropropane